OC1(CC1)CS(=O)(=O)C=1C=C2CNC(C2=CC1)C(=O)N 5-(((1-hydroxycyclopropyl)methyl)sulfonyl)isoindoline-1-carboxamide